tert-butyl N-(3-iodo-5,6-dihydro-4H-cyclopenta[b]thiophen-5-yl)-N-methyl-carbamate IC=1C2=C(SC1)CC(C2)N(C(OC(C)(C)C)=O)C